C(=O)O.C(C=C)(=O)N acryloylAmine formate salt